[Ba].[Ce].[Y] yttrium-cerium-barium